3,3-difluoro-2-(pyridin-3-yl)pentan-2-ol FC(C(C)(O)C=1C=NC=CC1)(CC)F